CC1CCN(CC1)C1=NC=CC=C1 4-methyl-1-(pyridin-2-yl)piperidine